bis(perfluoromethylsulfonyl)amide sodium salt [Na+].FC(S(=O)(=O)[N-]S(=O)(=O)C(F)(F)F)(F)F